FC(S(=O)(=O)NC1=C(C=CC=C1)C1=CC=C2[C@@H]([C@H](COC2=C1)CC=1SC(=CN1)C)O)(F)F 1,1,1-trifluoro-N-(2-{(3S,4R)-4-hydroxy-3-[(5-methyl-1,3-thiazol-2-yl)methyl]-3,4-dihydro-2H-chromen-7-yl}phenyl)methanesulfonamide